ClC1=CC2=C(N=CN(C2=O)CC)C(=N1)Cl 6,8-dichloro-3-ethyl-pyrido[3,4-d]pyrimidin-4-one